ClC=1C(=CC(=NC1)NC(C[C@H]1C[C@H](CCC1)OCCOC)=O)C1=C2N(N=C1)CC(C2)(C)C N-(5-chloro-4-(5,5-dimethyl-5,6-dihydro-4H-pyrrolo[1,2-b]pyrazol-3-yl)pyridin-2-yl)-2-((1R,3S)-3-(2-methoxyethoxy)cyclohexyl)acetamide